(1S,2R,5R)-8-(benzyloxy)-5-(fluoromethyl)-2-methyl-7,9-dioxo-N-(2,4,6-trifluorobenzyl)-2,5,7,9-tetrahydro-1,6-methanopyrido[1,2-b][1,2,5]triazonine-10-carboxamide C(C1=CC=CC=C1)OC=1C(C(=CN2N3[C@@H](C=C[C@@H](N(C(C21)=O)C3)CF)C)C(=O)NCC3=C(C=C(C=C3F)F)F)=O